FC1=CC=C(C=C1)N1CCN(C2=CC=CC=C12)C(=O)NCC1CCN(CC1)CC(C)C 4-(4-fluorophenyl)-N-((1-isobutylpiperidin-4-yl)methyl)-3,4-Dihydroquinoxaline-1(2H)-carboxamide